N-ETHYLAMINOISOBUTYLMETHYL-DIETHOXYSILANE C(C)NC(C)O[Si](OCC)(C)CC(C)C